(5-(2,5-dihydro-1H-pyrrol-3-yl)-1-oxoisoindolin-2-yl)piperidine-2,6-dione hydrochloride Cl.N1CC(=CC1)C=1C=C2CN(C(C2=CC1)=O)N1C(CCCC1=O)=O